3-(6-(3-chlorobenzyloxy)naphthalen-2-yl)-1-isopropyl-1H-pyrazolo[3,4-d]pyrimidin-4-amine ClC=1C=C(COC=2C=C3C=CC(=CC3=CC2)C2=NN(C3=NC=NC(=C32)N)C(C)C)C=CC1